(S)-3-(4-((2,5,8,11,14,17,20,23-octaoxapentacosan-25-yl)carbamoyl)phenyl)-2-(methyl-Amino)propanoic acid COCCOCCOCCOCCOCCOCCOCCOCCNC(=O)C1=CC=C(C=C1)C[C@@H](C(=O)O)NC